COCC1(CCC(CC1)=O)C(=O)O 1-(Methoxymethyl)-4-oxocyclohexane-1-carboxylic acid